N1N=CN=C1C#CC=1C(=C(C(=CC1)O)N1CC(NS1(=O)=O)=O)F 5-(3-((1H-1,2,4-triazol-5-yl)ethynyl)-2-fluoro-6-hydroxyphenyl)-1,2,5-thiadiazolidin-3-one 1,1-dioxide